(3-azidopropyl)-3-(4-(bis(2-chloroethyl)amino)phenyl)propanamide N(=[N+]=[N-])CCCC(C(=O)N)CC1=CC=C(C=C1)N(CCCl)CCCl